C1(CC1)C1=C(C(=NO1)C1=C(C=CC=C1Cl)Cl)CO[C@H]1[C@@H]2CN([C@H](C1)C2)C=2C=CC1=C(NC(O1)=O)C2 5-[(1S,4S,5R)-5-{[5-cyclopropyl-3-(2,6-dichlorophenyl)-1,2-oxazol-4-yl]methoxy}-2-azabicyclo[2.2.1]heptan-2-yl]-2,3-dihydro-1,3-benzoxazol-2-one